NCC(C1=CC(=C(C=C1)F)Cl)NC(=O)C1=CN(C=C1)C1=CC(=NC=C1C)NC1=CC=C(C=C1)F N-(2-amino-1-(3-chloro-4-fluorophenyl)ethyl)-1-(2-((4-fluorophenyl)amino)-5-methylpyridin-4-yl)-1H-pyrrole-3-carboxamide